(S)-phosphoric acid mono-[2-amino-3-(4-octyl-phenylamino)-propyl]ester N[C@H](COP(O)(O)=O)CNC1=CC=C(C=C1)CCCCCCCC